2-[4-(hydroxymethyl)cyclohexyl]6-methoxy-indazole OCC1CCC(CC1)N1N=C2C=C(C=CC2=C1)OC